(1-(difluoromethyl)-1H-pyrazol-4-yl)methanone FC(N1N=CC(=C1)C=O)F